C(C)OC(=O)C=1C=NN(C1C=1C(=NC=C(C1)Cl)F)CC 5-(5-chloro-2-fluoropyridin-3-yl)-1-ethylpyrazole-4-carboxylic acid ethyl ester